NC=1C=2N(C=CC1)C(=CN2)N2N=CC(=C2)C=2C(=CC(=C(C(=O)NC1CC1)C2)F)Cl 5-(1-{8-aminoimidazo[1,2-a]pyridin-3-yl}-1H-pyrazol-4-yl)-4-chloro-N-cyclopropyl-2-fluorobenzamide